(R)-(6-Bromoquinolin-4-yl)(2-(hydroxymethyl)piperidin-1-yl)methanone BrC=1C=C2C(=CC=NC2=CC1)C(=O)N1[C@H](CCCC1)CO